FC=1C=CC(=C(C1)[C@@H]1N(CCC1)C=1C=CC=2N(N1)C(=CN2)C(=O)O)SC 6-[(2R)-2-[5-fluoro-2-(methylsulfanyl)phenyl]pyrrolidin-1-yl]imidazo[1,2-b]pyridazine-3-carboxylic acid